[Na].P(=O)(O)(O)C(C(C(=O)O)(C(=O)O)C(=O)O)CC phosphonobutanetricarboxylic acid sodium